O(C1=CC=CC=C1)C(C(=O)O)(C)C 2-(Phenoxy)-2-methylpropanoic acid